C(C=C)(=O)NC1=C(C=C(C=C1)C1=C(C=2C(=NC=C(C2N1C)C#N)N)C1=CC(=C(C(=O)NC2CC2)C=C1)OC)F 4-(2-(4-acrylamido-3-fluorophenyl)-4-amino-7-cyano-1-methyl-1H-pyrrolo[3,2-c]pyridin-3-yl)-N-cyclopropyl-2-methoxybenzamide